ls-2,2-dimethylolpropionic acid C(O)C(C(=O)O)(C)CO